3-(trans-4-((3-(1-Isopropyl-1H-pyrazol-4-yl)phenyl)((trans-4-(4-methoxy-3-methylphenyl)cyclohexyl)methyl)carbamoyl)cyclohexyl)propanoic acid C(C)(C)N1N=CC(=C1)C=1C=C(C=CC1)N(C(=O)[C@@H]1CC[C@H](CC1)CCC(=O)O)C[C@@H]1CC[C@H](CC1)C1=CC(=C(C=C1)OC)C